NC=1C2=C(N=CN1)C(=CC(=N2)C=2C=C(C=CC2)C#C[C@]2(C(N(CC2)C)=O)O)C (R)-3-((3-(4-Amino-8-methylpyrido[3,2-d]pyrimidin-6-yl)phenyl)ethynyl)-3-hydroxy-1-methylpyrrolidin-2-on